CN1CCC(CC1)N1CCNCC1 4-(N-methyl-4-piperidinyl)piperazine